FC1=C2C=C(NC2=CC=C1OC1=NC=NC2=CC(=C(C=C12)OC)OCCCN1CCCC1)C 4-(4-fluoro-2-methylindol-5-yloxy)6-methoxy-7-(3-pyrrolidin-1-ylpropyloxy)quinazoline